3-(isobutoxyphenylphosphinyl)-propionic acid isobutyl ester C(C(C)C)OC(CCP(=O)(C1=CC=CC=C1)OCC(C)C)=O